diphenyl-(4-chlorophenyl)methanol C1(=CC=CC=C1)C(O)(C1=CC=C(C=C1)Cl)C1=CC=CC=C1